1-amino-2-(3-hydroxy-2,6-dimethylphenyl)-2,6,7,8-tetrahydro-9H-2,3,5,8-tetraazabenzo[cd]azulene-9-one NC=1N(C2=C3C(CCNC(C13)=O)=NC=N2)C2=C(C(=CC=C2C)O)C